3-iodo-6-chloro-1H-pyrazolo[3,4-d]pyrimidine-4-carbonitrile IC1=NNC2=NC(=NC(=C21)C#N)Cl